C1=CC=C(C=C1)CC(=O)C(=O)O The molecule is a 2-oxo monocarboxylic acid that is 3-phenylpropanoic acid substituted by an oxo group at position 2. It is an intermediate metabolite in the phenylalanine pathway. It has a role as a fundamental metabolite, a chromogenic compound and an EC 6.4.1.1 (pyruvate carboxylase) inhibitor. It derives from a pyruvic acid. It is a conjugate acid of a keto-phenylpyruvate. It is a tautomer of an enol-phenylpyruvic acid.